ClC1=C(C(=CC=C1)Cl)CCNNC(=N)N 2-[2-(2,6-dichlorophenyl)ethyl]hydrazinecarboxamidine